2-(2-chlorophenyl)-N-(6-chloropyridazin-4-yl)acetamide ClC1=C(C=CC=C1)CC(=O)NC1=CN=NC(=C1)Cl